n-Eicosyl coumarate C(\C=C\C1=CC=C(C=C1)O)(=O)OCCCCCCCCCCCCCCCCCCCC